(3R,4S)-1-(4-((8-((2R,3S)-3-((ethylsulfonyl)methyl)-2-methylazetidine-1-yl)-5-isopropyl-2,7-naphthyridin-3-yl)amino)-1,3,5-triazin-2-yl)-3-fluoro-4-methylpiperidine C(C)S(=O)(=O)C[C@@H]1[C@H](N(C1)C=1N=CC(=C2C=C(N=CC12)NC1=NC(=NC=N1)N1C[C@@H]([C@H](CC1)C)F)C(C)C)C